COC=1C=C(C(=O)NC)C=CC1NCC#CC=1N(C2=CC=CC(=C2C1)NC1CCC(CC1)N1CCC(CC1)S(=O)(=O)C)CC(F)(F)F 3-methoxy-N-methyl-4-((3-(4-(((1S,4S)-4-(4-(methylsulfonyl)piperidin-1-yl)cyclohexyl)amino)-1-(2,2,2-trifluoroethyl)-1H-indol-2-yl)prop-2-yn-1-yl)amino)benzamide